ClC1=CC2=C(C=N1)SC(=N2)COC 6-chloro-2-(methoxymethyl)thiazolo[5,4-c]Pyridine